2-[6-amino-1-(methylamino)-2,7-naphthyridin-4-yl]-N-[3-[(6-bromo-2-pyridyl)oxy]propyl]-N-methyl-1,3-benzoxazole-5-carboxamide NC=1C=C2C(=CN=C(C2=CN1)NC)C=1OC2=C(N1)C=C(C=C2)C(=O)N(C)CCCOC2=NC(=CC=C2)Br